BrC=1C2(C3=CC(=CC=C3C1)F)CCC(CC2)(C(=O)OC)NC2=CC(=CC=C2)Cl methyl (1s,4s)-2'-bromo-4-(3-chloroanilino)-6'-fluorospiro[cyclohexane-1,1'-indene]-4-carboxylate